F[C@H]1CCN(C1)C(=O)C1=C(C=NC=C1)F (3R,4S)-4-fluoro-1-(3-fluoropyridine-4-carbonyl)pyrrolidin